8-ethyl-7-fluoronaphthalen-1-yl trifluoromethanesulfonate FC(S(=O)(=O)OC1=CC=CC2=CC=C(C(=C12)CC)F)(F)F